2,4-diethyl-6-methylbenzene-1,3-diamine C(C)C1=C(C(=CC(=C1N)CC)C)N